C(#N)C1(CC1)NS(=O)(=O)C1=CC=2N(C(=C1)N1CCN(CC1)C(C(C)C)=O)N=CC2C=2SC(=CN2)C N-(1-cyanocyclopropyl)-7-(4-isobutyrylpiperazin-1-yl)-3-(5-methylthiazol-2-yl)pyrazolo[1,5-a]pyridine-5-sulfonamide